(5R,6E)-5-Isopropyl-8-methyl-6,8-nonadien-2-one C(C)(C)[C@@H](CCC(C)=O)\C=C\C(=C)C